C(C1=CC=CC=C1)OC1=C(C(=O)C2=C(C(N([C@@H]2C2=CC=C(C=C2)C(F)(F)F)C2CCC(CC2)OC)=O)O)C=C(C=C1)C |r| rac-4-(2-(benzyloxy)-5-methylbenzoyl)-3-hydroxy-1-((1R,4R)-4-methoxycyclohexyl)-5-(4-(trifluoromethyl)phenyl)-1,5-dihydro-2H-pyrrol-2-one